C(=O)O.OB1OCC2=C1C=C(C=C2)C=2C=C1C(=NN=C(C1=CC2)N)C 6-(1-hydroxy-3H-2,1-benzoxaborol-6-yl)-4-methylphthalazin-1-amine Formic Acid Salt